(2-chloro-8-methyl-7,8-dihydrobenzofuro[5,4-d]thiazol-7-yl)methanol ClC=1SC2=C(N1)C=CC1=C2C(C(O1)CO)C